C12(CC(C1)C2)N2[C@@H](C=1NC3=CC=CC=C3C1C[C@H]2C)C=2C=CC(=NC2)NC2CN(C2)CCO 2-(3-((5-((1R,3R)-2-(bicyclo[1.1.1]pentan-1-yl)-3-methyl-2,3,4,9-tetrahydro-1H-pyrido[3,4-b]indol-1-yl)pyridin-2-yl)amino)azetidin-1-yl)ethan-1-ol